ClC1=CC(=C(C=C1)[C@@H]1OC2=C(C=CC=C2C(=C1)F)C1CCN(CC1)CC=1N(C=2C(=NC=C(C2)C(=O)O)N1)CC1(CC1)CF)OC (R)-2-((4-(2-(4-chloro-2-methoxyphenyl)-4-fluoro-2H-chromen-8-yl)piperidin-1-yl)methyl)-1-((1-(fluoromethyl)cyclopropyl)methyl)-1H-imidazo[4,5-b]pyridine-6-carboxylic acid